C12(CC(C1)C2)C2=NC=C(C(=N2)OC2=CC=CC=C2)C(=O)NC(C)C=CS(=O)(=O)C 2-(bicyclo[1.1.1]pentan-1-yl)-N-(4-(methylsulfonyl)but-3-en-2-yl)-4-phenoxypyrimidine-5-carboxamide